O=C(C(=O)O)CCPCO 2-oxo-4-(hydroxymethyl-phosphino)butyric acid